NC1=NC2=CC=C(C=C2C=C1C)C(=O)N([C@H](C)C1=NC=CC=N1)CC1=NC=C(N=C1)C#N 2-Amino-N-((5-cyano-2-pyrazinyl)methyl)-3-methyl-N-((1R)-1-(2-pyrimidinyl)ethyl)-6-quinolinecarboxamide